C12CC(CCC2O1)C(=O)OCC(CC)CCCC hept-3-ylmethyl 7-oxabicyclo[4.1.0]heptane-3-carboxylate